N-(3-Cyano-4-fluorophenyl)-4-(5-(3-(difluoromethyl)-1-ethyl-1H-pyrazol-5-yl)-5-hydroxyoctahydropentalen-2-yl)-1-methyl-1H-imidazole-5-carboxamide C(#N)C=1C=C(C=CC1F)NC(=O)C1=C(N=CN1C)C1CC2CC(CC2C1)(O)C1=CC(=NN1CC)C(F)F